1-[[2-(difluoro-methoxy)pyridin-4-yl]methyl]-3-(2,3,4-trifluorophenyl)urea FC(OC1=NC=CC(=C1)CNC(=O)NC1=C(C(=C(C=C1)F)F)F)F